(3R,5R,8R,9S,10S,13S,14S,17R)-17-((2S,3S)-3-hydroxypent-4-yn-2-yl)-10,13-dimethyl-3-(trifluoromethyl)hexadecahydro-1H-cyclopenta[a]phenanthren-3-ol O[C@@H]([C@@H](C)[C@H]1CC[C@H]2[C@@H]3CC[C@@H]4C[C@@](CC[C@@]4([C@H]3CC[C@]12C)C)(O)C(F)(F)F)C#C